methyl 5-[4-[tert-butoxycarbonyl(cyclopropyl)amino]-1-piperidyl]cinnoline-8-carboxylate C(C)(C)(C)OC(=O)N(C1CCN(CC1)C1=C2C=CN=NC2=C(C=C1)C(=O)OC)C1CC1